NC=1C=C(C=CC1)CC(C)(S(=O)(=O)N)C (3-aminophenyl)-2-methylpropane-2-sulfonamide